4-((2-fluoro-6-chlorophenyl-ethyl)amino)-2-((1-methyl-1H-pyrazol-4-yl)amino)pyrimidin-5-carboxamide FC1=C(C(=CC=C1)Cl)CCNC1=NC(=NC=C1C(=O)N)NC=1C=NN(C1)C